ClC1=C2C(N(C=NC2=CC=C1)C1C(C1)CO)=O 5-chloro-3-(2-(hydroxymethyl)cyclopropyl)quinazolin-4(3H)-one